(6-Hydroxy-10-(phenylthio)-[1,2,4]triazolo[5,1-a]isoquinoline-5-carbonyl)glycine OC1=C(N2C(C3=C(C=CC=C13)SC1=CC=CC=C1)=NC=N2)C(=O)NCC(=O)O